N-tert-butoxycarbonyl-piperidine C(C)(C)(C)OC(=O)N1CCCCC1